isopropyl alcohol acrylate C(C=C)(=O)OC(C)C